NC1=CC=C2C(=CC(OC2=C1)=O)CCl 7-amino-4-chloromethyl-coumarin